BrC1=CC=C(C=C1)C1CCN(CC1)CCF 4-(4-bromophenyl)-1-(2-fluoroethyl)piperidine